N-(9H-fluoren-9-ylmethoxycarbonyl-oxy)succinimide C1=CC=CC=2C3=CC=CC=C3C(C12)COC(=O)ON1C(CCC1=O)=O